4-[bis(tert-butoxycarbonyl)amino]Thiazole-5-carboxylic acid methyl ester COC(=O)C1=C(N=CS1)N(C(=O)OC(C)(C)C)C(=O)OC(C)(C)C